CC1=C(OC(C(=O)[O-])(C)C)C(=CC=C1)C 2,6-dimethylphenoxy-2-methylpropionate